C(C)SC1=NC(=CC(=C1)N)C=1SC=CN1 2-(ethylsulfanyl)-6-(thiazol-2-yl)pyridin-4-amine